(1-(naphthalen-1-yl)cyclopropyl)benzamide N-[3-(trifluoromethyl)phenyl]carbamate FC(C=1C=C(C=CC1)NC(O)=O)(F)F.C1(=CC=CC2=CC=CC=C12)C1(CC1)C1=C(C(=O)N)C=CC=C1